C(\C=C/C(=O)[O-])(=O)[O-].C(C)[N+](C1=CC=CC=C1)(CC)CC.C(C)[N+](CC)(CC)C1=CC=CC=C1 triethylphenyl-ammonium maleate